ethyl 2,4-undecanedienoate C(C=CC=CCCCCCC)(=O)OCC